((2-aminopyridin-4-yl)oxy)-N-(1-(2-(2-methoxyethoxy)ethyl)-3-(pyridin-2-yl)-1H-pyrazol-4-yl)picolinamide NC1=NC=CC(=C1)OC=1C(=NC=CC1)C(=O)NC=1C(=NN(C1)CCOCCOC)C1=NC=CC=C1